S1C=CC2=C1C=CC(=C2)N benzothiophene-5-amine